Cl.FC=1C=C(C=CC1)[C@@H]([C@H]1CC[C@H](N1)CC1CCN(CC1)C(C)=O)O 1-(4-(((2S,5R)-5-((S)-(3-Fluorophenyl)(hydroxy)methyl)pyrrolidin-2-yl)methyl)piperidin-1-yl)ethan-1-one hydrochloride